CON=C1CCCC2=CC(=CC(=C12)Br)OC 8-bromo-6-methoxy-3,4-dihydronaphthalen-1(2H)-one-methyloxime